N-(2-carbamoyl-4-chloro-1-ethyl-phenyl)-2-(3-chloro-2-pyridyl)-5-[[5-(p-tolyl)tetrazol-2-yl]ethyl]pyrazole-3-carboxamide C(N)(=O)C1C(C=CC(=C1)Cl)(CC)NC(=O)C=1N(N=C(C1)CCN1N=C(N=N1)C1=CC=C(C=C1)C)C1=NC=CC=C1Cl